ClC1=C(C=C(C(=N1)C)C#N)C(F)(F)F 6-chloro-2-methyl-5-(trifluoromethyl)pyridine-3-carbonitrile